8-chloro-6-(2-fluorophenyl)-4-hydroxy-4H-benzo[f]pyrazolo[1,5-a][1,4]diazepine-2-carboxylic Acid ClC=1C=CC2=C(C(=NC(C=3N2N=C(C3)C(=O)O)O)C3=C(C=CC=C3)F)C1